ClC=1C=CC2=C(N=CC=3CN(CCC23)C=2N=C(C3=C(N2)CC[S@]3=O)NC3(CCC3)CO)C1 (R)-2-(8-chloro-1,4-dihydrobenzo[c][2,7]naphthyridin-3(2H)-yl)-4-((1-(hydroxymethyl)cyclobutyl)amino)-6,7-dihydrothieno[3,2-d]pyrimidine 5-oxide